C1(=CC=C(C=C1)[IH+])C (p-tolyl)iodonium